5-chloro-2-{[(3-methyl-2-oxobutyl)amino]methyl}-7,8-dihydro-6H-spiro[[1,3]oxazolo[5,4-f]quinazoline-9,1'-cyclohexan]-7-one ClC=1C=C2C(=C3C1NC(NC31CCCCC1)=O)OC(=N2)CNCC(C(C)C)=O